(S)-7-((4-amino-6-oxopyrimidin-1(6H)-yl)methyl)-4-(cyclopropylethynyl)-6-fluoro-4-(trifluoromethyl)-3,4-dihydroquinazolin-2(1H)-one NC=1N=CN(C(C1)=O)CC1=C(C=C2[C@](NC(NC2=C1)=O)(C(F)(F)F)C#CC1CC1)F